FC(C(=O)O)(F)F.O=C1C2=C(NC(C3N1CCN(C3)CC=3C=C(C#N)C=CC3)=O)C=CC(=C2)C2=CC(=CC=C2)C(F)(F)F 3-((6,12-dioxo-8-(3-(trifluoromethyl)phenyl)-3,4,6,11,12,12a-hexahydrobenzo[e]pyrazino[1,2-a][1,4]diazepin-2(1H)-yl)methyl)benzonitrile 2,2,2-trifluoroacetate